C(C)C1=C(N=C(C(=N1)C(=O)N)NC1=CC(=C(C=C1)N1CCN(CC1)CCC(=O)NO)OC)NC1CCOCC1 6-ethyl-3-((4-(4-(3-(hydroxyamino)-3-oxopropyl)piperazin-1-yl)-3-methoxyphenyl)amino)-5-((tetrahydro-2H-pyran-4-yl)amino)pyrazine-2-carboxamide